NC1=NC=C(C2=C1COC2)NC(C(=O)N(CC2CCOCC2)CC=2C=CC1=C(N=CS1)C2)=O N1-(4-amino-1,3-dihydrofuro[3,4-c]pyridin-7-yl)-N2-(benzo[d]thiazol-5-ylmethyl)-N2-((tetrahydro-2H-pyran-4-yl)methyl)oxalamide